2-((5-(2-(2,4-dimethyl-6-oxohex-3-yl)-2,6-diazaspiro[3.4]oct-6-yl)-1,2,4-triazin-6-yl)oxy)-N-ethyl-5-fluoro-N-isopropylbenzamide CC(C)C(C(CC=O)C)N1CC2(C1)CN(CC2)C=2N=CN=NC2OC2=C(C(=O)N(C(C)C)CC)C=C(C=C2)F